1-Butyl-3-(5-(3-butyl-4-oxo-3,4-dihydro-quinazolin-6-yl)pyridin-2-yl)urea C(CCC)NC(=O)NC1=NC=C(C=C1)C=1C=C2C(N(C=NC2=CC1)CCCC)=O